2-imidazol-1-ylethyl-phosphonic acid N1(C=NC=C1)CCP(O)(O)=O